C1(=CC=CC=C1)N1CC(=CC=2C3=C(C=CC12)C=CC=C3)C(C(F)(F)F)=O 4-phenyl-2-(2,2,2-trifluoroethan-1-one-1-yl)benzo[f]quinoline